ClC1=NC2=NC(=CN=C2C(=N1)N1CCC(CC1)(O)C)Cl 1-(2,7-Dichloropteridin-4-yl)-4-methylpiperidin-4-ol